1-(5-isopropyl-6-oxo-1,6-dihydropyridazin-4-yl)azetidin C(C)(C)C1=C(C=NNC1=O)N1CCC1